[Br-].O(CC)[Ti+](OCC)OCC TriethoxylTitanium monobromide